N-((2-(5-aminopyridin-2-yl)thiazol-5-yl)methyl)-11-oxo-10,11-dihydrodibenzo[b,f][1,4]thiazepine-8-carboxamide 5,5-dioxide NC=1C=CC(=NC1)C=1SC(=CN1)CNC(=O)C1=CC2=C(S(C3=C(C(N2)=O)C=CC=C3)(=O)=O)C=C1